((S)-1-(((S)-4-amino-3,4-dioxo-1-((S)-2-oxopyrrolidin-3-yl)butan-2-yl)amino)-1-oxohexan-2-yl)carbamic acid 2-(3-chlorophenyl)-2,2-difluoro-1-phenylethyl ester ClC=1C=C(C=CC1)C(C(C1=CC=CC=C1)OC(N[C@H](C(=O)N[C@@H](C[C@H]1C(NCC1)=O)C(C(=O)N)=O)CCCC)=O)(F)F